N[C@@H](CCCNC(N)=N)C(=O)O.OC(=O)C(C)C1=CC=C(CC(C)C)C=C1 ibuprofen arginate salt